CC1(CC1)NC(C1=CC=CC=C1)=O N-(1-methylcyclopropyl)-benzamide